(2R,6R)-N-[2-(1-benzylpiperidin-4-yl)ethyl]-2,6-dimethyl-4-[2-(trifluoromethoxy)pyrimidin-5-yl]piperazine-1-carboxamide C(C1=CC=CC=C1)N1CCC(CC1)CCNC(=O)N1[C@@H](CN(C[C@H]1C)C=1C=NC(=NC1)OC(F)(F)F)C